1-pentanamine C(CCCC)N